BrC=1C(=NC(=NC1)NC1=CC=C(C=C1)S(=O)(=O)NCCN(C/C=C/C(=O)O)C)NC1=C(C(=CC=C1)F)C(N)=O (E)-4-[2-[[4-[[5-bromo-4-(2-carbamoyl-3-fluoro-anilino)pyrimidin-2-yl]amino]phenyl]sulfonylamino]ethyl-methyl-amino]but-2-enoic acid